ClC=1C=NN(C1)C1=C2C(C(=NN(C2=CC=C1)C1=CC=C(C=C1)OC(F)(F)F)C(=O)OCC)=O ethyl 5-(4-chloropyrazol-1-yl)-4-oxo-1-[4-(trifluoromethoxy)phenyl]cinnoline-3-carboxylate